4-(4-benzhydryl-piperazin-1-yl)-1-butyl-3-nitro-1,5-naphthyridin-2(1H)-one C(C1=CC=CC=C1)(C1=CC=CC=C1)N1CCN(CC1)C1=C(C(N(C2=CC=CN=C12)CCCC)=O)[N+](=O)[O-]